(R)-N4-(1-ethyl-3-(3-methylisoxazol-5-yl)-1H-pyrazol-5-yl)-2-methyl-N1-((S)-11-oxo-2,3,10,11-tetrahydro-1H,5H-benzo[d]Pyrazolo[1,2-a][1,2]Diazepine-10-yl)succinamide C(C)N1N=C(C=C1NC(C[C@H](C(=O)N[C@H]1C2=C(CN3N(C1=O)CCC3)C=CC=C2)C)=O)C2=CC(=NO2)C